benzyl 4-[4-[(4-methylpiperazin-1-yl) methyl] phenyl]-1,4-diazacycloheptane-1-carboxylate CN1CCN(CC1)CC1=CC=C(C=C1)N1CCN(CCC1)C(=O)OCC1=CC=CC=C1